2-(4-((4-((5-cyclopropyl-1H-pyrazol-3-yl)amino)pyrimidin-2-yl)amino)piperidin-1-yl)-N-(3-(methylsulfonyl)phenyl)acetamide C1(CC1)C1=CC(=NN1)NC1=NC(=NC=C1)NC1CCN(CC1)CC(=O)NC1=CC(=CC=C1)S(=O)(=O)C